CC(C)C(C)C 2-methyl-3-methylbutane